4-(4-(3-chloro-4,5-difluorophenyl)-1H-1,2,3-triazol-1-yl)-5-hydroxy-N-((1S,2S)-2-hydroxycyclohexyl)-6-(hydroxymethyl)-3-methoxytetrahydro-2H-pyran-2-carboxamide ClC=1C=C(C=C(C1F)F)C=1N=NN(C1)C1C(C(OC(C1O)CO)C(=O)N[C@@H]1[C@H](CCCC1)O)OC